S1C2=C(C=C1)C(=CC=C2)N2CCN(CC2)CCCOC=2C=C1CCC(N3C1=C(C2)CC3)=O 8-(3-(4-(benzo[b]thiophen-4-yl)piperazin-1-yl)propoxy)-5,6-dihydro-1H-pyrrolo[3,2,1-ij]quinolin-4(2H)-one